pteroyl-D-glutamic acid C(C1=CC=C(NCC2=CN=C3N=C(N)NC(=O)C3=N2)C=C1)(=O)N[C@H](CCC(=O)O)C(=O)O